(S)-2-((4-(6-(4-chloro-2-fluorobenzyloxy)-3,5-difluoropyridin-2-yl)-5,6-dihydropyridin-1(2H)-yl)methyl)-1-(oxetan-2-ylmethyl)-1H-benzo[d]imidazole-6-carboxylic acid ClC1=CC(=C(COC2=C(C=C(C(=N2)C2=CCN(CC2)CC2=NC3=C(N2C[C@H]2OCC2)C=C(C=C3)C(=O)O)F)F)C=C1)F